N-propyl-N'-undecylurea C(CC)NC(=O)NCCCCCCCCCCC